[Ba].F[Gd](F)(F)(F)(F)(F)F heptafluorogadolinium barium